7-{3-[(1,5-dimethyl-1H-pyrazol-3-yl)carbamoyl]azetidin-1-yl}-5-methyl-4-oxo-1-(1,2,4-thiadiazol-5-yl)-1,4-dihydro-1,8-naphthyridine-3-carboxylic acid CN1N=C(C=C1C)NC(=O)C1CN(C1)C1=CC(=C2C(C(=CN(C2=N1)C1=NC=NS1)C(=O)O)=O)C